C(C)(C)(C)OC(=O)N1CC2=C(CC1)C(=CS2)C(NC2=CC(=CC=C2)C(C)(F)F)=O 3-((3-(1,1-difluoroethyl)phenyl)carbamoyl)-4,7-dihydrothieno[2,3-c]pyridine-6(5H)-carboxylic acid tert-butyl ester